2-((3,4-dihydroisoquinolin-2(1H)-yl)methyl)-5-((7-((1-methyl-1H-pyrazol-5-yl)sulfonyl)-7-azaspiro[3.5]non-2-yl)oxy)-4H-pyran-4-one C1N(CCC2=CC=CC=C12)CC=1OC=C(C(C1)=O)OC1CC2(C1)CCN(CC2)S(=O)(=O)C2=CC=NN2C